Magnesium acetate dihydrate O.O.C(C)(=O)[O-].[Mg+2].C(C)(=O)[O-]